tert-butyl 4-(4-formyl-3,5-dimethyl-pyrazol-1-yl)piperidine-1-carboxylate C(=O)C=1C(=NN(C1C)C1CCN(CC1)C(=O)OC(C)(C)C)C